racemic-tert-butyl (tert-butoxycarbonyl)(7-(6-(1-(2,2-difluoro-1-(4-fluorophenyl)propyl)-1H-pyrazol-4-yl)pyrazin-2-yl)-[1,2,4]triazolo[1,5-a]pyridin-2-yl)carbamate C(C)(C)(C)OC(=O)N(C(OC(C)(C)C)=O)C1=NN2C(C=C(C=C2)C2=NC(=CN=C2)C=2C=NN(C2)[C@@H](C(C)(F)F)C2=CC=C(C=C2)F)=N1 |r|